tert-butyl N-[(3-{8-bromo-3-[(trifluoromethyl)sulfanyl]imidazo[1,2-a]pyridin-2-yl}-1,2,4-oxadiazol-5-yl)methyl]carbamate BrC=1C=2N(C=CC1)C(=C(N2)C2=NOC(=N2)CNC(OC(C)(C)C)=O)SC(F)(F)F